N1=C(C=C2N1CCCNC2)NC(C)=O N-(5,6,7,8-tetrahydro-4H-pyrazolo[1,5-a][1,4]diazepin-2-yl)acetamide